N-(6-chloro-2-methoxy-5-nitropyridin-3-yl)acetamide ClC1=C(C=C(C(=N1)OC)NC(C)=O)[N+](=O)[O-]